C1(=C(C=CC=C1)[C@@H]1C[C@H](N(C1)C(=O)OC(C)(C)C)C(=O)OC)C 1-(tert-butyl) 2-methyl (2S,4S)-4-(o-tolyl)pyrrolidine-1,2-dicarboxylate